1-(4-((4-((2-fluoro-4-((2-(3-(trifluoromethyl)azetidin-1-yl)pyridin-4-yl)oxy)phenyl)amino)-7-methoxyquinazolin-6-yl)amino)piperidin-1-yl)prop-2-en-1-one FC1=C(C=CC(=C1)OC1=CC(=NC=C1)N1CC(C1)C(F)(F)F)NC1=NC=NC2=CC(=C(C=C12)NC1CCN(CC1)C(C=C)=O)OC